methyl 2-amino-4-tert-butyl-1,3-benzothiazole-6-carboxylate NC=1SC2=C(N1)C(=CC(=C2)C(=O)OC)C(C)(C)C